2-(2-Fluoro-4-nitrophenyl)-4,4,5,5-tetramethyl-1,3,2-dioxaborolane FC1=C(C=CC(=C1)[N+](=O)[O-])B1OC(C(O1)(C)C)(C)C